benzyl-5-bromo-4-fluoro-1H-pyrazole-3-carboxylic acid C(C1=CC=CC=C1)N1N=C(C(=C1Br)F)C(=O)O